(1-methyl-1H-indazol-5-yl)-amine CN1N=CC2=CC(=CC=C12)N